BrC=1C=C(C=C(C1)Br)C1=CC(=CC(=C1)C(C)(C)C)C(C)(C)C 3,5-dibromo-3',5'-di-tert-butyl-1,1'-biphenyl